BrC=1C=CC=C(C1NC)N 6-Bromo-N1-methylbenzene-1,2-diamine